[Si](C1=CC=CC=C1)(C1=CC=CC=C1)(C(C)(C)C)OCCCC(=O)NC1=C(C=CC(=C1)[N+](=O)[O-])F 4-[(tert-butyldiphenylsilyl)oxy]-N-(2-fluoro-5-nitrophenyl)butanamide